(S)-3-methoxy-N-(6-(5-methyl-6,7-dihydro-5H-pyrrolo[2,1-c][1,2,4]triazol-3-yl)pyridin-2-yl)pyridazine-4-carboxamide COC=1N=NC=CC1C(=O)NC1=NC(=CC=C1)C=1N2C(=NN1)CC[C@@H]2C